C(#N)CCN1C(N(C(C2=C1C=C(S2)C2=C(C#N)C=C(C(=C2)OC)F)=O)C=2C1=C(C=NC2)C=NN1C)=O 2-(1-(2-cyanoethyl)-3-(1-methyl-1H-pyrazolo[4,3-c]pyridin-7-yl)-2,4-dioxo-1,2,3,4-tetrahydrothieno[3,2-d]pyrimidin-6-yl)-5-fluoro-4-methoxybenzonitrile